3-bromo-1-[(2R)-2-(tert-butoxycarbonylamino)propyl]pyrazole-5-carboxylic acid BrC1=NN(C(=C1)C(=O)O)C[C@@H](C)NC(=O)OC(C)(C)C